C(C1=CC=CC=C1)(=O)N(N)C(C1=CC=C(C=C1)C(C(C)C)O)=O benzoyl-4-(1-hydroxy-2-methylpropyl)benzoyl-hydrazine